C(C)C1=NOC(=N1)C(C)NC1=NC=NC2=C(C=C(C=C12)C1=CC=C(C=C1)F)OC N-(1-(3-ethyl-1,2,4-oxadiazol-5-yl)ethyl)-6-(4-fluorophenyl)-8-methoxyquinazolin-4-amine